Cl.ClCCN(C)C 2-Chloro-N,N-dimethylethylamine hydrochloride